N[C@@H](CCCCN)C(=O)[O-] lysinoate